5-Amino-2-chloro-3-fluoro-N-(2-oxopropyl)benzamide NC=1C=C(C(=C(C(=O)NCC(C)=O)C1)Cl)F